2,4-bis[(3-hydroxyphenyl)methyl]-6-cyclohexylphenol OC=1C=C(C=CC1)CC1=C(C(=CC(=C1)CC1=CC(=CC=C1)O)C1CCCCC1)O